CC1=NN2C(N=CC=C2)=C1C=O (2-methylpyrazolo[1,5-a]pyrimidin-3-yl)methanone